CN1C(CC(CC1(C)C)OC(C(C(=O)OC1CC(N(C(C1)(C)C)C)(C)C)(CC1=CC(=C(C(=C1)C(C)(C)C)O)C(C)(C)C)CCCC)=O)(C)C bis(1,2,2,6,6-pentamethyl-4-piperidinyl)-2-Butyl-2-(4-hydroxy-3,5-di-tert-butylbenzyl)propanedioate